furan-dicarboxylic acid O1C(=C(C=C1)C(=O)O)C(=O)O